2-(benzyl(2-hydroxypropyl)amino)-1-(1-benzyl-1H-pyrazol-4-yl)ethan-1-one C(C1=CC=CC=C1)N(CC(=O)C=1C=NN(C1)CC1=CC=CC=C1)CC(C)O